N1(N=NC=C1)C1=CC=C(N=N1)OC1=CC=C(C=C1)C1(CC1)C1=CC=C(OC2CC(C2)NC=2C=C3CN(CC3=CC2)C2C(NC(CC2)=O)=O)C=C1 5-(((1r,3r)-3-(4-(1-(4-((6-(1H-1,2,3-triazol-1-yl)pyridazine-3-yl)oxy)phenyl)cyclopropyl)phenoxy)cyclobutyl)amino)-2-(2,6-dioxopiperidin-3-yl)isoindoline